(6-((1,2-Dimethyl-1H-pyrrolo[2,3-b]pyridin-6-yl)methyl)-2-azaspiro[3.3]heptan-2-yl)((1s,3s)-3-hydroxy-3-methylcyclobutyl)methanon CN1C(=CC=2C1=NC(=CC2)CC2CC1(CN(C1)C(=O)C1CC(C1)(C)O)C2)C